galactose 2-acetoxy(2,4-dichlorophenyl)methacrylate C(C)(=O)OC(=C(C(=O)O[C@@H](C=O)[C@@H](O)[C@@H](O)[C@H](O)CO)C)C1=C(C=C(C=C1)Cl)Cl